COC1=CC=C(C(C2=CC=C(C=C2)OC)(C2=CC=CC=C2)C([C@@H]2[C@H]([C@H]([C@@H](O2)N2C(=O)N=C(NC(C)=O)C=C2)O)O)O)C=C1 5'-(4,4'-dimethoxytrityl)-N-acetyl-cytidine